1-(pyridin-2-yl)piperazine N1=C(C=CC=C1)N1CCNCC1